Cl.CC1CN(CCN1C)C=1C=C2C(=NC=NN2C1)C1=CC(=C(C=C1)CN)C (4-(6-(3,4-dimethylpiperazin-1-yl)pyrrolo[2,1-f][1,2,4]triazin-4-yl)-2-methylphenyl)methanamine hydrochloride